C1(CC1)NC(=O)C1=NN2C(CN(CCC2)C(=O)OC(C)(C)C)=C1C tert-butyl 2-(cyclopropylcarbamoyl)-3-methyl-7,8-dihydro-4H-pyrazolo[1,5-a][1,4]diazepine-5(6H)-carboxylate